8-(4-nitrophenyl)-2-(4-phenoxyphenyl)-5,6,7,8-tetrahydroimidazo[1,2-b]pyridazine-3-carboxamide [N+](=O)([O-])C1=CC=C(C=C1)C1C=2N(NCC1)C(=C(N2)C2=CC=C(C=C2)OC2=CC=CC=C2)C(=O)N